N1=C(C=CC=C1)C1=NNC(=C1)C(=O)OCC ethyl 3-(2-pyridinyl)-1H-pyrazole-5-carboxylate